methyl 5-((S)-1-((R)-2-((tert-butoxycarbonyl) imino)-4-cyclopropyl-4-(3,5-difluorophenyl)-5-oxoimidazolidin-1-yl)-2-((dimethylcarbamoyl) oxy) ethyl)-2-chlorobenzoate C(C)(C)(C)OC(=O)N=C1N(C([C@](N1)(C1=CC(=CC(=C1)F)F)C1CC1)=O)[C@H](COC(N(C)C)=O)C=1C=CC(=C(C(=O)OC)C1)Cl